((8-morpholinoimidazo[1,2-b]pyridazin-6-yl)amino)piperidine O1CCN(CC1)C=1C=2N(N=C(C1)NN1CCCCC1)C=CN2